(S)-2-(4-(2-chloro-4-((3-(1-(cyanomethyl)-3-(trifluoromethyl)-1H-pyrazol-4-yl)imidazo[1,2-a]pyrazin-8-yl)amino)benzoyl)piperazin-1-yl)-N-(pyrrolidin-3-yl)acetamide formate C(=O)O.ClC1=C(C(=O)N2CCN(CC2)CC(=O)N[C@@H]2CNCC2)C=CC(=C1)NC=1C=2N(C=CN1)C(=CN2)C=2C(=NN(C2)CC#N)C(F)(F)F